N-(4-(3-pyridyl)pyrimidin-2-yl)-5-azaspiro[2.4]heptane-6-amide N1=CC(=CC=C1)C1=NC(=NC=C1)NC(=O)C1NCC2(CC2)C1